IC1=CC=2C=3N(C=NC2C=C1)C(CN3)CNC 1-(9-iodo-2,3-dihydroimidazo[1,2-c]quinazolin-3-yl)-N,N-dimethylamine